N=1N(N=CC1)C1=C(C=CC=C1)C(=O)N1[C@@H]2[C@@H](C[C@H](C1)C2)OC2=NC=C(C=C2)Cl (2-(2H-1,2,3-triazol-2-yl)phenyl)((1S,4R,6R)-6-((5-chloropyridin-2-yl)oxy)-2-azabicyclo[2.2.1]heptan-2-yl)methanone